C(CCCCCCCCCCCCCCCCCCCCCCCCCCCCCCCCCCCC)(=O)OCCCCCCCCCCCCCCC Pentadecyl Heptatriacontanoate